COC1=CC2=C(C3=C(C4=C(N=C(O4)C4=CC=C(C#N)C=C4)C4=C5C(=C6C=C(C(=C2C6=C43)OCCCCC)OCCCCC)C=C(C(=C5)OCCCCC)OCCCCC)OCCCCC)C=C1OC 4-(12,13-dimethoxy-5,6,9,10,15-pentakis(pentyloxy)dibenzo[4,5:9,10]pyreno[1,2-d]oxazol-2-yl)benzonitrile